FC(OC=1C=C(C=CC1)C1=CC(=C(O1)C)C(=O)NC1=NC(=NS1)CC(C)OC)F 5-(3-(Difluoromethoxy)phenyl)-N-(3-(2-methoxypropyl)-1,2,4-thiadiazol-5-yl)-2-methyl-furan-3-carboxamide